ClC=1C=C(C=C(C1OCCCl)C#N)N1C=CC2=CC(=CC=C12)OCC12CC(C1)(C2)NC(OC(C)(C)C)=O tertbutyl (3-(((1-(3-chloro-4-(2-chloroethoxy)-5-cyanophenyl)-1H-indol-5-yl)oxy)methyl)bicyclo[1.1.1]pentan-1-yl)carbamate